Scandium telluride [Te-2].[Sc+3].[Te-2].[Te-2].[Sc+3]